(R)-N-(7-(1-(1-propenylpiperidin-3-yl)-4-amino-1H-pyrazolo[3,4-d]pyrimidin-3-yl)benzo[d][1,3]dioxol-4-yl)-4-methyl-1-naphthamide C(=CC)N1C[C@@H](CCC1)N1N=C(C=2C1=NC=NC2N)C2=CC=C(C1=C2OCO1)NC(=O)C1=CC=C(C2=CC=CC=C12)C